B(O)(O)OB(O)O.C(CC(C)O)O.C(CC(C)O)O.C(CC(C)O)O tri(1,3-butanediol) diborate